stannum fluoride ammonium [NH4+].[Sn](F)(F)(F)F